FC=1C=C(C=C(C1)F)C1CC=NN1C(=O)C12CC(C1)(C2)CN2N=CC1=NC(=CC=C12)C (5-(3,5-difluorophenyl)-4,5-dihydro-1H-pyrazol-1-yl)(3-((5-methyl-1H-pyrazolo[4,3-b]pyridin-1-yl)methyl)-bicyclo[1.1.1]pentan-1-yl)methanone